methyl 8-(8-methyl-3,8-diazabicyclo[3.2.1]octan-3-yl)quinoxaline-5-carboxylate CN1C2CN(CC1CC2)C2=CC=C(C=1N=CC=NC21)C(=O)OC